1-(4-methylphenyl)sulfonyl-piperazine CC1=CC=C(C=C1)S(=O)(=O)N1CCNCC1